BrC1=CC=C(C=C1)C(=O)C1=CN=C(O1)C1=CC=CC=C1 (4-Bromophenyl)(2-phenyloxazol-5-yl)methanone